5-({[4-formyl-7-({2-methyl-[1,1'-biphenyl]-3-yl}methoxy)-2,3-dihydro-1H-inden-5-yl]oxy}methyl)pyridine-3-carbonitrile C(=O)C1=C2CCCC2=C(C=C1OCC=1C=C(C=NC1)C#N)OCC=1C(=C(C=CC1)C1=CC=CC=C1)C